2-amino-5-(trifluoromethyl)benzamide NC1=C(C(=O)N)C=C(C=C1)C(F)(F)F